6-(8-amino-1,2,3,4-tetrahydroisoquinolin-2-yl)-3-(2,3-dichlorophenyl)-2,5-dimethyl-3,4-dihydropyrimidin-4-one NC=1C=CC=C2CCN(CC12)C1=C(C(N(C(=N1)C)C1=C(C(=CC=C1)Cl)Cl)=O)C